C(CCC)C(C(=O)OCCCCOC(N(CCCN(CCCCOC(C(CCCCCC)CCCC)=O)C)CCCN(C)C)=O)CCCCCC {3-[(2-butyl-1-oxooctyl) oxy] propyl}-7-[3-(dimethylamino) propyl]-11-methyl-6-oxo-7,11-diaza-5-oxadodec-1-yl 2-butyloctanoate